FC1=C(C(=C(C=C1N)C1=CC=CC=C1)F)NC1=C(C=C(C=C1)C=1C=NN(C1)C)[N+](=O)[O-] difluoro-N3-(4-(1-methyl-1H-pyrazol-4-yl)-2-nitrophenyl)-[1,1'-biphenyl]-3,5-diamine